C(CCC)N1C(N(SC1=O)C1=CC=CC2=CC=CC=C12)=O 4-n-butyl-2-(1-naphthyl)-1,2,4-thiadiazole-3,5-dione